FC1=CC(=C(C=C1C(F)(F)F)O)C1=C2C(=C(N=N1)N[C@H]1[C@@H](CCCC1)O)C=NC=C2 4-fluoro-2-[4-[[(1r,2r)-2-hydroxycyclohexyl]amino]pyrido[3,4-d]pyridazin-1-yl]-5-(trifluoromethyl)phenol